N-(5-bromo-2-(difluoromethoxy)-4-(methylsulfonyl)phenyl)-N-(cyclopropylmethyl)hydroxylamine BrC=1C(=CC(=C(C1)N(O)CC1CC1)OC(F)F)S(=O)(=O)C